NC1CCC(CC1)NC1=NC(=C(C(=N1)C(=O)N)C1=C(C(=CC=C1)Cl)Cl)C 2-(4-amino-cyclohexyl-amino)-5-(2,3-dichloro-phenyl)-6-methyl-pyrimidine-4-carboxylic acid amide